FC1(CN(CCC1(C)O)C(=O)OC(C)(C)C)C tert-Butyl 3-fluoro-4-hydroxy-3,4-dimethylpiperidine-1-carboxylate